FC=1C(=C2C(=NC(=NN2C1)N[C@H]1CC[C@H](CC1)NC(C)=O)OC)C=1C=C2N=CC=NC2=CC1 N-(cis-4-((6-fluoro-4-methoxy-5-(quinoxalin-6-yl)pyrrolo[2,1-f][1,2,4]triazin-2-yl)amino)cyclohexyl)acetamide